(S)-4-benzyl-3-(3-(benzyloxy)propionyl)oxazolidin-2-one C(C1=CC=CC=C1)[C@@H]1N(C(OC1)=O)C(CCOCC1=CC=CC=C1)=O